3-[4-(3-Chloropropoxy)phenyl]-1-(2-hydroxyphenyl)prop-2-en-1-one ClCCCOC1=CC=C(C=C1)C=CC(=O)C1=C(C=CC=C1)O